C1(=CC(=CC=C1)NC1=CC=2C(C3=CC=CC=C3C2C=C1)(C1=CC=CC=C1)C1=CC=CC=C1)C1=CC=CC=C1 2-(3-biphenylyl)amino-9,9-diphenyl-9H-fluorene